tert-butyl (3R,5S)-3-(4-(6-chloro-3-((1-(4-chlorobenzoyl)-4-hydroxypiperidin-4-yl)methyl)-4-oxo-3,4-dihydro-7H-pyrrolo[2,3-d]pyrimidin-7-yl)phenyl)-5-methylmorpholine-4-carboxylate ClC1=CC2=C(N=CN(C2=O)CC2(CCN(CC2)C(C2=CC=C(C=C2)Cl)=O)O)N1C1=CC=C(C=C1)[C@H]1N([C@H](COC1)C)C(=O)OC(C)(C)C